1-Methyl-3,3-bis((((9Z,12Z)-octadeca-9,12-dien-1-yl)oxy)methyl)azetidine CN1CC(C1)(COCCCCCCCC\C=C/C\C=C/CCCCC)COCCCCCCCC\C=C/C\C=C/CCCCC